5-Aminosulfonyl-4-chloro-2-[(2-furanylmethyl)amino]-dithiobenzoic Acid, Sodium Salt [Na+].NS(=O)(=O)C=1C(=CC(=C(C(=S)[S-])C1)NCC=1OC=CC1)Cl